5-[[2,4-dichloro-5-(2-pyridyl)benzoyl]amino]-N-[2-[4-[3-[4-[4-[(2,6-dioxo-3-piperidyl)amino]phenyl]-1-piperidyl]propyl]phenyl]ethyl]-1-phenyl-pyrazole-3-carboxamide ClC1=C(C(=O)NC2=CC(=NN2C2=CC=CC=C2)C(=O)NCCC2=CC=C(C=C2)CCCN2CCC(CC2)C2=CC=C(C=C2)NC2C(NC(CC2)=O)=O)C=C(C(=C1)Cl)C1=NC=CC=C1